ClC1=C(C=C(C=C1)C1CCN(CC1)CC1=NC2=C(N1C)C=C(C=C2OC(F)F)C(=O)O)OCC2=C(C=C(C=C2)Cl)F 2-((4-(4-Chloro-3-((4-chloro-2-fluorobenzyl)oxy)phenyl)piperidin-1-yl)methyl)-4-(difluoromethoxy)-1-methyl-1H-benzo[d]imidazole-6-carboxylic acid